N-tert-Butyl-7-[(3R,4R)-3,4-dihydroxypyrrolidin-1-yl]-6-fluoro-4-oxo-1-(2,4,6-trifluoro-phenyl)-1,4-dihydro-1,8-naphthyridine-3-carboxamide C(C)(C)(C)NC(=O)C1=CN(C2=NC(=C(C=C2C1=O)F)N1C[C@H]([C@@H](C1)O)O)C1=C(C=C(C=C1F)F)F